C1(CCC(CCC)O1)=O gamma-enantholactone